BrC=1C(=NC(=NC1)NC1=C(C=C(C(=C1)C)N1CCN(CC1)C)OC)NC=1C=CC=C2CCCC(C12)=O 8-((5-Bromo-2-((2-methoxy-5-methyl-4-(4-methylpiperazin-1-yl)phenyl)amino)pyrimidin-4-yl)amino)-3,4-Dihydronaphthalene-1(2H)-one